tert-Butyl 4-(2-(4,4,5,5-tetramethyl-1,3,2-dioxaborolan-2-yl)ethyl)piperidine-1-carboxylate CC1(OB(OC1(C)C)CCC1CCN(CC1)C(=O)OC(C)(C)C)C